NC=1OC2=C(C=NC=C2N2C[C@@H](OCC2)C(=O)N2[C@H](C3=C(C=C(C=C3CC2)C(F)(F)F)Cl)C)N1 ((R)-4-(2-aminooxazolo[4,5-c]pyridin-7-yl)morpholin-2-yl)((S)-8-chloro-1-methyl-6-(trifluoromethyl)-3,4-dihydroisoquinolin-2(1H)-yl)methanone